4'-Chloro-2-(hydroxy(piperidin-4-yl)methyl)-[1,1'-biphenyl]-4-carbonitrile ClC1=CC=C(C=C1)C1=C(C=C(C=C1)C#N)C(C1CCNCC1)O